C(C1=CC=CC=C1)OC(=O)N1CC(=CC=C1O)O 3,6-dihydroxypyridine-1(2H)-carboxylic acid benzyl ester